2-(2,4-dimethylphenyl-sulfydryl)nitrobenzene CC1=C(C=CC(=C1)C)SC1=C(C=CC=C1)[N+](=O)[O-]